2-ethoxy-4-methylphenyl cyclohexanecarboxylate C1(CCCCC1)C(=O)OC1=C(C=C(C=C1)C)OCC